N-(2-octyldodecyl)phenoxazine C(CCCCCCC)C(CN1C2=CC=CC=C2OC=2C=CC=CC12)CCCCCCCCCC